(isoindolin-2-yl)-5,7-dihydro-6H-pyrrolo[3,4-d]pyrimidine-6-carbonitrile C1N(CC2=CC=CC=C12)C=1N=CC2=C(N1)CN(C2)C#N